C(C)(C)(C)OC(=O)N1CCC(CC1)CN1C(N(C(C1(C)C)=O)C1=CC(=C(C=C1)C#N)C(F)(F)F)=O 4-((3-(4-cyano-3-(trifluoromethyl)phenyl)-5,5-dimethyl-2,4-dioxoimidazolidin-1-yl)methyl)piperidine-1-carboxylic acid tert-butyl ester